2-({4-[(2R)-2-(5-Chloropyridin-2-yl)-2-methyl-1,3-benzodioxol-4-yl]piperidin-1-yl}methyl)-1-[(2S)-oxetan-2-ylmethyl]-1H-benzimidazol ClC=1C=CC(=NC1)[C@]1(OC2=C(O1)C=CC=C2C2CCN(CC2)CC2=NC1=C(N2C[C@H]2OCC2)C=CC=C1)C